1-(4-fluoro-3-methyl-phenyl)-2-tetrahydropyran-4-yl-3-[3-(2H-tetrazol-5-yl)cyclobutyl]indol-5-ol FC1=C(C=C(C=C1)N1C(=C(C2=CC(=CC=C12)O)C1CC(C1)C=1N=NNN1)C1CCOCC1)C